1-((2R,4r,6S)-2,6-dimethyl-4-((8-((3-methyl-4-((1-methyl-1H-benzo[d]imidazol-5-yl)oxy)phenyl)amino)pyrimido[5,4-d]pyrimidin-2-yl)oxy)piperidin-1-yl)prop-2-en-1-one C[C@H]1N([C@H](CC(C1)OC=1N=CC2=C(N1)C(=NC=N2)NC2=CC(=C(C=C2)OC2=CC1=C(N(C=N1)C)C=C2)C)C)C(C=C)=O